O=C([C@H](O)[C@@H](O)[C@H](O)CO)[O-] D-xylonate